C1=CC(=CC=C1C(=O)NCCC(=O)O)N N-4-(aminobenzoyl)-beta-alanine